OC[C@]1(CN(CCOC1)C(=O)OCC1=CC=CC=C1)C (R)-benzyl 6-(hydroxymethyl)-6-methyl-1,4-oxazepan-4-carboxylate